C(CCCCCCCCCCCCCCCCC)OC=1C=C(C(=O)NC2=NC(N([C@H]3C[C@](O)([C@@H](CO)O3)[Si](C3=CC=CC=C3)(C(C)C)C(C)C)C=C2)=O)C=C(C1OCCCCCCCCCCCCCCCCCC)OCCCCCCCCCCCCCCCCCC N4-[3,4,5-tris(octadecyloxy)benzoyl]-3'-diisopropylphenylsilyldeoxycytidine